ClC=1C=C(C=CC1)NC(NCCCCCC(=O)NO)=O 6-(3-chlorophenyl-ureido)hexanhydroxamic acid